[C@H]12[C@H](C[C@H](CC1)C2)NC(C(=O)C2=C(C(=C(N2C)C)C(=O)NC2=CC(=C(C=C2)F)C)C)=O 5-(2-(((1S,2S,4R)-bicyclo[2.2.1]heptan-2-yl)amino)-2-oxoacetyl)-N-(4-fluoro-3-methylphenyl)-1,2,4-trimethyl-1H-pyrrole-3-carboxamide